hydroxynon-8-enoic acid OC(C(=O)O)CCCCCC=C